BrC#CC1=CC=C(C=C1)Cl 1-(bromoethynyl)-4-chlorobenzol